N-(3,5-dichloro-4-(3-chloropropoxy)phenyl)-N-(4-(3-(methylsulfonamido)-2-oxopropoxy)phenyl)acetamide ClC=1C=C(C=C(C1OCCCCl)Cl)N(C(C)=O)C1=CC=C(C=C1)OCC(CNS(=O)(=O)C)=O